tryptophyl-arginine N[C@@H](CC1=CNC2=CC=CC=C12)C(=O)N[C@@H](CCCNC(N)=N)C(=O)O